C(C)SC1=CC(=CC(=N1)N1C(C=2C=C(C=C(C2C1)C#N)CN1C[C@H](CCC1)C)=O)C1(COC1)CC1=NN=CN1C 2-[6-(ethylsulfanyl)-4-{3-[(4-methyl-1,2,4-triazol-3-yl)methyl]oxetan-3-yl}pyridin-2-yl]-6-{[(3S)-3-methylpiperidin-1-yl]methyl}-1-oxo-3H-isoindole-4-carbonitrile